FC(COC(C(=C)F)=O)(C(F)F)F 2,2,3,3-tetrafluoropropyl-α-fluoroacrylate